3,5-bis(3,5-dicarboxyphenoxy)benzoic acid C(=O)(O)C=1C=C(OC=2C=C(C(=O)O)C=C(C2)OC2=CC(=CC(=C2)C(=O)O)C(=O)O)C=C(C1)C(=O)O